C(C)S(=O)(=O)C1=CC=C(C=C1)C(C(=O)O)CO 2-(4-(ethylsulfonyl)Phenyl)-3-hydroxy-propionic acid